FC(OC1=NNC=C1C1=CC=CC=C1)F 3-(difluoromethoxy)-4-phenyl-1H-pyrazole